3-amino-N-{2-[3-(difluoromethyl)-4-(ethylamino)pyrrolidin-1-yl]-5,6,7,8-tetrahydroquinolin-6-yl}-4,6-dimethylthieno[2,3-b]pyridine-2-carboxamide NC1=C(SC2=NC(=CC(=C21)C)C)C(=O)NC2CC=1C=CC(=NC1CC2)N2CC(C(C2)NCC)C(F)F